C(C)(C)(C)C1=C(C(=CC(=C1)C)N(C1=C(C=CC=C1)C1=C(C=CC=C1)NC1=CC=C(C=C1)C)CCCOC)O 2-tert-butyl-6-((3-methoxypropyl)(2'-(p-tolylamino)-[1,1'-biphenyl]-2-yl)amino)-4-methylphenol